tert-butyl (2S,4S)-4-hydroxy-2-(((S)-1-(4-(4-methylthiazol-5-yl)phenyl) ethyl)carbamoyl)pyrrolidine-1-carboxylate O[C@H]1C[C@H](N(C1)C(=O)OC(C)(C)C)C(N[C@@H](C)C1=CC=C(C=C1)C1=C(N=CS1)C)=O